2,4-dimethyl-2,6-heptadienal CC(C=O)=CC(CC=C)C